1-methyl-3a,7a-dihydro-1H-indole-5-carboxylate CN1C=CC2C=C(C=CC12)C(=O)[O-]